(2R,3R,4R,5S)-1-(5-chloro-2-fluorophenethyl)-2-methylpiperidine-3,4,5-triol ClC=1C=CC(=C(CCN2[C@@H]([C@H]([C@@H]([C@H](C2)O)O)O)C)C1)F